2-(3,4-dichlorophenyl)-1-ethyl-5-(2-fluoro-3-pyridyl)-6-methyl-4-oxo-pyridine-3-carboxylic acid ClC=1C=C(C=CC1Cl)C=1N(C(=C(C(C1C(=O)O)=O)C=1C(=NC=CC1)F)C)CC